NC1=C(C=C(C=N1)NC(C(=O)N1C(CCCC1)C1CCCC1)=O)C N-(6-amino-5-methylpyridin-3-yl)-2-(2-cyclopentylpiperidin-1-yl)-2-oxoacetamide